Cl.N1N=CC=2C(=CC=CC12)B(O)O indazole-4-boronic acid hydrochloride